3-((1-((5-acetyl-1-(4-methoxybenzyl)-6-oxo-1,6-dihydropyridazin-3-yl)methyl)-6-oxo-4-(trifluoromethyl)-1,6-dihydropyrimidin-5-yl)oxy)-5-chlorobenzonitrile C(C)(=O)C1=CC(=NN(C1=O)CC1=CC=C(C=C1)OC)CN1C=NC(=C(C1=O)OC=1C=C(C#N)C=C(C1)Cl)C(F)(F)F